ethylpyrrolidone methacrylate C(C(=C)C)(=O)O.C(C)N1C(CCC1)=O